BrC=1C(=C2C(=NC1)N(C=C2I)COCC[Si](C)(C)C)N2CCCCC2 2-[[5-bromo-3-iodo-4-(1-piperidinyl)pyrrolo[2,3-b]pyridin-1-yl]methoxy]ethyl-trimethyl-silane